(Z)-S-(2-(N-((4-amino-2-methylpyrimidin-5-yl)methyl)formamido)-5-hydroxypent-2-en-3-yl) 2-fluoro-6-methyl-4-phenoxybenzothioate FC1=C(C(S\C(=C(\C)/N(C=O)CC=2C(=NC(=NC2)C)N)\CCO)=O)C(=CC(=C1)OC1=CC=CC=C1)C